COC(=O)C1=NN(C(=C1)O)C1CC1.CC(C)(CCCC(C=C)C)OC=C(C)C1=CC=CC=C1 (1-((2,6-dimethyloct-7-en-2-yl)oxy)prop-1-en-2-yl)benzene methyl-1-cyclopropyl-5-hydroxy-1H-pyrazole-3-carboxylate